C1(CC1)C(C(C)(C)O)N1C(C2=C(C=C(C=C2C1)F)C1=C(C=C(C=C1)C=1OC(=NN1)C)F)=O 2-(1-cyclopropyl-2-hydroxy-2-methylpropyl)-5-fluoro-7-(2-fluoro-4-(5-methyl-1,3,4-oxadiazol-2-yl)phenyl)isoindolin-1-one